1,3,2,4-dithiadiphosphine-2,4-disulfide S1P(SP(C=C1)=S)=S